C(#N)C=1C=NC(=NC1)N1C[C@H](CC1)NC(=O)C1CCN(C2(CC2)C1)C(=O)C1=NNC(=C1)C1=CC(=NC=C1F)OC N-((S)-1-(5-cyanopyrimidin-2-yl)pyrrolidin-3-yl)-4-(5-(5-fluoro-2-methoxypyridin-4-yl)-1H-pyrazole-3-carbonyl)-4-azaspiro[2.5]octane-7-carboxamide